(3S,4S)-8-(6-((3-chloro-2-methylpyridin-4-yl)thio)-1,2,4-triazin-3-yl)-3-methyl-2-oxa-8-azaspiro[4.5]decan-4-amine ClC=1C(=NC=CC1SC1=CN=C(N=N1)N1CCC2([C@@H]([C@@H](OC2)C)N)CC1)C